(1-acetyl-1H-indol-4-yl)-6,7-dimethoxy-4-(piperidine-1-carbonyl)isoquinolin-1(2H)-one C(C)(=O)N1C=CC2=C(C=CC=C12)N1C(C2=CC(=C(C=C2C(=C1)C(=O)N1CCCCC1)OC)OC)=O